ClC=1C(=NC=C(C1)C#N)C(=O)OCC ethyl 3-chloro-5-cyanopyridine-2-carboxylate